CN1N=C(C=C1N)C 1,3-dimethyl-1H-pyrazol-5-amine